[Si](C)(C)(C(C)(C)C)OC1CNCCNC1 6-((tert-butyldimethylsilyl)oxy)-1,4-diazepane